6-(2-chlorophenyl)-8-methyl-2-(methylsulfanyl)-6H-pyrido[2,3-d]pyrimidine-5,7-dione ClC1=C(C=CC=C1)C1C(C2=C(N=C(N=C2)SC)N(C1=O)C)=O